ClN=C1CCC(CC1)OC N-chloro-4-methoxycyclohexan-1-imine